NC=1C2=C(N=CN1)N(C(=C2C2=CC=CC=1OCOC12)C#CC1[C@@H]2CN(C[C@H]12)C(C=C)=O)C 1-((1R,5S,6s)-6-((4-amino-5-(benzo[d][1,3]dioxol-4-yl)-7-methyl-7H-pyrrolo[2,3-d]pyrimidin-6-yl)ethynyl)-3-azabicyclo[3.1.0]hexan-3-yl)prop-2-en-1-one